tert-butylaminoethoxyethylmorpholine C(C)(C)(C)NCCOCCN1CCOCC1